(2R,3S,4S)-4-hydroxy-2-[(4-methoxyphenyl)methyl]pyrrolidin-3-yl N-(3-hydroxy-3-methylbutyl)carbamate OC(CCNC(O[C@H]1[C@H](NC[C@@H]1O)CC1=CC=C(C=C1)OC)=O)(C)C